COCC(=O)C1C(N(CCC1=O)C(=O)OC(C)(C)C)=O tert-butyl 3-(2-methoxyacetyl)-2,4-dioxopiperidine-1-carboxylate